NC1CN(CCC1)C1=C2C(=NC=C1)N(C(=N2)C2=CC(=C(C#N)C=C2)F)C2=C(C=C(C=C2)N2CCOCC2)F 4-(7-(3-Aminopiperidin-1-yl)-3-(2-fluoro-4-morpholinophenyl)-3H-imidazo[4,5-b]pyridin-2-yl)-2-fluorobenzonitrile